N6-(1-(3-fluoro-4-(2-methyl-1H-imidazol-1-yl)phenyl)ethyl)pyridine-2,3,6-triamine FC=1C=C(C=CC1N1C(=NC=C1)C)C(C)NC1=CC=C(C(=N1)N)N